C(C)C1=CC=C(S1)S 5-Ethylthiophene-2-thiol